N-[5-(2-Chloro-5-cyanophenyl)-1H-indazol-3-yl]-3-[(2,2,2-trifluoroethyl)amino]cyclobutanecarboxamide hydrochloride Cl.ClC1=C(C=C(C=C1)C#N)C=1C=C2C(=NNC2=CC1)NC(=O)C1CC(C1)NCC(F)(F)F